(S,E)-Methyl-7-(1-(2-(2-adamantylamino)-2-oxoethyl)-2-oxo-1,2-dihydropyridin-3-ylamino)-6-(1-methyl-1H-pyrazol-4-carboxamido)-7-oxohept-2-enoat COC(\C=C\CC[C@@H](C(=O)NC=1C(N(C=CC1)CC(=O)NC1C2CC3CC(CC1C3)C2)=O)NC(=O)C=2C=NN(C2)C)=O